BrC1=C(C(=O)OCC)C=C(C(=C1)C)OCC Ethyl 2-bromo-5-ethoxy-4-methylbenzoate